FC1=C(C=CC(=C1F)C1=CCC(CC1)C1CCC(CC1)CCC)C1=CC=C(C(=C1O)F)OC(F)(F)F 6-[2,3-Difluoro-4-[4-(4-propylcyclohexyl)cyclohex-1-enyl]phenyl]-2-fluoro-3-(trifluoromethoxy)phenol